NC1=C(C=C(C(=C1)OC)OC)C(CCl)=O 1-(2-amino-4,5-dimethoxy-phenyl)-2-chloro-ethanone